(3-chloro-5-(methylsulfonyl)phenyl)-3-(3-(hydroxymethyl)-1H-pyrazol-1-yl)benzamide ClC=1C=C(C=C(C1)S(=O)(=O)C)C1=C(C(=O)N)C=CC=C1N1N=C(C=C1)CO